(3-(4-(2-Methylpyridin-3-yl)benzyl)-1,2,3-oxadiazol-3-ium-5-yl)((2-(trifluoromethyl)pyridin-4-yl)carbamoyl)amide CC1=NC=CC=C1C1=CC=C(C[N+]2=NOC(=C2)[N-]C(NC2=CC(=NC=C2)C(F)(F)F)=O)C=C1